3,4-dimethyl-3-[5-[2-[4-(trifluoromethyl)anilino]-3-pyridinyl]-1,3,4-oxadiazol-2-yl]piperazin-2-one CC1(C(NCCN1C)=O)C=1OC(=NN1)C=1C(=NC=CC1)NC1=CC=C(C=C1)C(F)(F)F